(4-bromo-2,5-dimethoxyphenethyl)carbamic chloride BrC1=CC(=C(CCNC(=O)Cl)C=C1OC)OC